CN(CCN[C@H](C(=O)N1[C@@H](C[C@H](C1)O)C(=O)NCC1=CC=C(C=C1)C#C)C(C)(C)C)C (2S,4R)-1-((S)-2-((2-(dimethylamino)ethyl)amino)-3,3-dimethylbutanoyl)-N-(4-ethynylbenzyl)-4-hydroxypyrrolidine-2-carboxamide